Methyl 2-chloro-3-(4-oxo-4,7-dihydropyrano[3,4-c]pyrazol-1(5H)-yl)benzoate ClC1=C(C(=O)OC)C=CC=C1N1N=CC2=C1COCC2=O